ethyl 2-(4-(1,3-dioxolan-2-yl)-3-((4-methoxybenzyl)oxy)phenyl)-2,2-difluoroacetate O1C(OCC1)C1=C(C=C(C=C1)C(C(=O)OCC)(F)F)OCC1=CC=C(C=C1)OC